N1C=CC=2C1=NC=C(C2)OC2=C(C(=O)O)C=CC(=C2)N2CCN(CC2)CC2CC=CCC2C2=CC=C(C=C2)Cl 2-(1H-pyrrolo[2,3-b]pyridin-5-yloxy)-4-(4-((6-(4-chlorophenyl)cyclohex-3-enyl)methyl)piperazin-1-yl)benzoic acid